(6-(((3-Amino-5-(1-ethyl-1H-1,2,4-triazol-3-yl)-4-methoxyphenylmethyl)oxy)methyl)-5-fluoropyridin-2-yl)carbamic acid tert-butyl ester C(C)(C)(C)OC(NC1=NC(=C(C=C1)F)COCC1=CC(=C(C(=C1)C1=NN(C=N1)CC)OC)N)=O